ClC1=C(C=C(OC2=C(C=C(COC3=NC(N(C(=C3)OC)C)=O)C=C2)F)C=C1)C(F)(F)F 4-((4-(4-chloro-3-(trifluoromethyl)phenoxy)-3-fluorobenzyl)oxy)-6-methoxy-1-methylpyrimidin-2(1H)-one